C(CCC)NC(NC=1C=C2C(=NC=NC2=CC1OC(C)C)OC1=C(C=C(C=C1)NC(=O)C=1N=CN(C1)C1=CC=C(C=C1)F)F)=O N-(4-((6-(3-butylureido)-7-isopropoxyquinazolin-4-yl)oxy)-3-fluorophenyl)-1-(4-fluorophenyl)-1H-imidazole-4-carboxamide